manganese tri-tin [Sn].[Sn].[Sn].[Mn]